2-chloro-5-(trifluoromethyl)pyridine-3-sulfonyl chloride ClC1=NC=C(C=C1S(=O)(=O)Cl)C(F)(F)F